ClC=1C=C2C=3C=C(C=C(C3NC2=CC1)CCNC(OC(C)(C)C)=O)NC1=NC=C(C=N1)Cl tert-butyl (2-(6-chloro-3-((5-chloropyrimidin-2-yl)amino)-9H-carbazol-1-yl)ethyl)carbamate